ClC1=CC=CC=2N(CNC21)C2CCNCC2 4-chloro-1-(piperidin-4-yl)-1,3-dihydro-2H-benzo[d]imidazole